(S)-(2-((1-hydroxypropan-2-yl)amino)-8-((2-(trimethylsilyl)ethoxy)methyl)-5,6,7,8-tetrahydropyrimido[4',5':3,4]cyclohepta[1,2-b]indol-9-yl)dimethylphosphine oxide OC[C@H](C)NC=1N=CC2=C(C3=C(N(C=4C(=CC=CC34)P(C)(C)=O)COCC[Si](C)(C)C)CCC2)N1